8-(((benzyloxy)carbonyl)(1-methylpiperidin-4-yl)amino)pentadecane-1,15-diyl bis(4,4-bis(pentyloxy)butanoate) C(CCCC)OC(CCC(=O)OCCCCCCCC(CCCCCCCOC(CCC(OCCCCC)OCCCCC)=O)N(C1CCN(CC1)C)C(=O)OCC1=CC=CC=C1)OCCCCC